C1(=CC=CC=C1)C1=CN=C(S1)[C@H]1N(CCC1)C(=O)NC1=C(C=C(C=C1Cl)Cl)Cl (S)-2-(5-phenylthiazol-2-yl)-N-(2,4,6-trichlorophenyl)pyrrolidine-1-carboxamide